5-(3-fluoro-8-((1S,2S)-2-(1-(2,2,2-trifluoroethyl)-1H-pyrazolo[3,4-b]pyridin-6-yl)cyclopropyl)imidazo[1,2-b]pyridazin-6-yl)pyrimidine-2,4(1H,3H)-dione FC1=CN=C2N1N=C(C=C2[C@@H]2[C@H](C2)C2=CC=C1C(=N2)N(N=C1)CC(F)(F)F)C=1C(NC(NC1)=O)=O